2-amino-5-chloro-3,6-difluoro-4-(6-fluoro-1-methyl-1H-indazol-7-yl)benzoic acid NC1=C(C(=O)O)C(=C(C(=C1F)C=1C(=CC=C2C=NN(C12)C)F)Cl)F